C(CC)N(C1=CC=C(C=C1)N=NC1=C(C(=O)OCCCCCCCCCCCCCCCCCC)C=CC=C1)CCC octadecyl 2-(4-dipropylaminophenylazo)benzoate